1-phenyl-2-((2-(piperidin-1-yl)quinazolin-4-yl)amino)ethan-1-one C1(=CC=CC=C1)C(CNC1=NC(=NC2=CC=CC=C12)N1CCCCC1)=O